rac-(1S*,2S*)-2-(3-chlorophenyl)-N-((1-((6-cyclopropylimidazo[1,2-a]pyridin-2-yl)methyl)-1H-1,2,3-triazol-4-yl)methyl)cyclopropane-1-carboxamide ClC=1C=C(C=CC1)[C@@H]1[C@H](C1)C(=O)NCC=1N=NN(C1)CC=1N=C2N(C=C(C=C2)C2CC2)C1 |r|